FC1=C(C=C(C=C1)C)S(=O)(=O)N1CCC2(C[C@@H](CO2)NC[C@@H](COC=2C=C(C=CC2)S(=O)(=O)NC)O)CC1 3-((S)-3-((S)-8-(2-fluoro-5-methylphenylsulfonyl)-1-oxa-8-azaspiro[4.5]decan-3-ylamino)-2-hydroxypropoxy)-N-methylbenzenesulfonamide